2-(3-phenylpropyl)-5-(pyrrolidin-1-yl)oxazole-4-carbonitrile C1(=CC=CC=C1)CCCC=1OC(=C(N1)C#N)N1CCCC1